C(C)(C)(C)OC(N[C@@H](CCN1N=C(C=2C(=NC=C(C21)I)N)Br)C)=O N-[(1R)-3-(4-amino-3-bromo-7-iodo-pyrazolo[4,3-c]pyridin-1-yl)-1-methyl-propyl]-carbamic acid tert-butyl ester